N-[2-fluoro-4-(pyrazol-1-yl)phenyl]-2-[methoxy(1-methylpiperidin-4-yl)methyl]-1,6-naphthyridin-7-amine FC1=C(C=CC(=C1)N1N=CC=C1)NC1=NC=C2C=CC(=NC2=C1)C(C1CCN(CC1)C)OC